FC1(COC1)CNC(=O)C1=C(C2=C(CCC3=CN(N=C23)CC2=NC=CC=C2)O1)C N-[(3-Fluorooxetan-3-yl)methyl]-8-methyl-2-(pyridin-2-ylmethyl)-4,5-dihydro-2H-furo[2,3-g]indazol-7-carboxamid